2-Aminoethyl-3-aminopropyltriethoxysilane NCCC(C)O[Si](OCC)(OCC)CCCN